CC1(OC2=C(O1)C=CC(=C2)CCC#N)C 3-(2,2-Dimethylbenzo[d][1,3]dioxol-5-yl)propanenitrile